C(C1=CC=CC=C1)OC1=C2C(=C(N(C2=CC=C1)C1=CC(=C(C=C1)F)F)C1CCOCC1)C1=CC(=C(C(=O)O)C=C1)F 4-[4-benzyloxy-1-(3,4-difluorophenyl)-2-tetrahydropyran-4-yl-indol-3-yl]-2-fluoro-benzoic acid